OC[C@H]1N(C[C@H](C1)C)C1=C(C(N(N=C1)COCC[Si](C)(C)C)=O)C(F)(F)F 5-[(2S,4S)-2-(hydroxymethyl)-4-methylpyrrolidin-1-yl]-4-(trifluoromethyl)-2-[[2-(trimethylsilyl)ethoxy]methyl]-2,3-dihydropyridazin-3-one